Diethyl (2-(4-chlorophenyl)-2-methylpropanoyl)-L-leucyl-D-glutamate ClC1=CC=C(C=C1)C(C(=O)N[C@@H](CC(C)C)C(=O)N[C@H](CCC(=O)OCC)C(=O)OCC)(C)C